3,5-heptadienoic acid C(CC=CC=CC)(=O)O